1-hydroxymethane-1,1-diphosphonic acid OC(P(O)(=O)O)P(O)(=O)O